C(#N)C1=CC=C(COC2=C(C=CC(=N2)C2=CC(=C(CC3=NC4=C(N3[C@@H]3COCC3(C)C)C=C(C=C4)C(=O)O)C=C2)F)F)C=C1 (S)-2-(4-(6-((4-cyanobenzyl)oxy)-5-fluoropyridin-2-yl)-2-fluorobenzyl)-1-(4,4-dimethyltetrahydrofuran-3-yl)-1H-benzo[d]imidazole-6-carboxylic acid